O=C1N(C(CC1)=O)C(CCC1=C(C=C(C=C1)N1C(C=CC1=O)=O)OC)=O 1-(4-(3-(2,5-dioxopyrrolidin-1-yl)-3-oxopropyl)-3-methoxyphenyl)-1H-pyrrole-2,5-dione